7-[5-CHLORO-4-METHOXY-2-[1-(2-TRIMETHYLSILYLETHOXYMETHYL)IMIDAZOL-2-YL]PHENYL]-N-[(2,4-DIMETHOXYPHENYL)METHYL]CINNOLIN-4-AMINE ClC=1C(=CC(=C(C1)C1=CC=C2C(=CN=NC2=C1)NCC1=C(C=C(C=C1)OC)OC)C=1N(C=CN1)COCC[Si](C)(C)C)OC